C(#C)C1=CC(=C(C=C1)C1=C(N=C([N+](=N1)[O-])N[C@H]1CN(CCC1)C)C)O (R)-6-(4-ethynyl-2-hydroxyphenyl)-5-methyl-3-((1-methylpiperidin-3-yl)amino)-1,2,4-triazine-2-oxide